2-bromo-1,3-thiazole-5-carbohydrazide HCl Cl.BrC=1SC(=CN1)C(=O)NN